(3-methoxybenzyl)-3-(2-(pyridin-2-yl)vinyl)-1H-indazole COC=1C=C(CN2N=C(C3=CC=CC=C23)C=CC2=NC=CC=C2)C=CC1